(1R,3S,5S)-3-((7-chloro-3-(methylsulfonyl)-1,6-naphthyridin-5-yl)amino)-8-azabicyclo[3.2.1]octane-8-carboxylic acid tert-butyl ester C(C)(C)(C)OC(=O)N1[C@H]2CC(C[C@@H]1CC2)NC2=C1C=C(C=NC1=CC(=N2)Cl)S(=O)(=O)C